ClC=1C=C2CCN([C@H](C2=C(C1)Cl)C)C(=O)[C@@H]1OCCN(C1)C1=C(C=O)C=CN=C1 3-((R)-2-((S)-6,8-dichloro-1-methyl-1,2,3,4-tetrahydroisoquinoline-2-carbonyl)morpholino)isonicotinaldehyde